CC1(OCCO1)C1=CC=C(C=N1)N1C[C@@H](CCC1)NC(OC(C)(C)C)=O tert-butyl N-[(3R)-1-[6-(2-methyl-1,3-dioxolan-2-yl)-3-pyridyl]-3-piperidyl]carbamate